COC=1C=CC=2NC(N(C3(C2N1)CC3)CC(=O)OC)=O Methyl 2-{6'-methoxy-2'-oxo-1'H-spiro[cyclopropane-1,4'-pyrido[3,2-d]pyrimidin]-3'-yl}acetate